[SiH]1=CC=CC=2C3=CC=CC=C3CC12 Silafluoren